4-(((2-(ethyl-(methyl)amino)ethyl)carbamoyl)oxy)decanoic acid C(C)N(CCNC(=O)OC(CCC(=O)O)CCCCCC)C